C1=CC=CC=2N=C3C(SC21)=C2SC1=C(N=C2N3)C=CC=C1 6H-pyrrolo[3,2-b:4,5-b']bis[1,4]benzothiazine